N-(3-(2'-fluoro-3'-methoxy-[1,1'-biphenyl]-4-yl)propyl)-2-methylpyrazolo[1,5-a]pyrimidine-6-carboxamide FC1=C(C=CC=C1OC)C1=CC=C(C=C1)CCCNC(=O)C=1C=NC=2N(C1)N=C(C2)C